ClC1=C(C(=O)NC2=CC(=NN2C2=CC=CC=C2)C(=O)NCCCC2=CC=C(C=C2)CCN2CCC(CC2)C2=CC=C(C=C2)NC2C(NC(CC2)=O)=O)C=C(C(=C1)Cl)C1=NC=CC=C1 5-(2,4-dichloro-5-(pyridin-2-yl)benzamido)-N-(3-(4-(2-(4-(4-((2,6-dioxopiperidin-3-yl)amino)phenyl)piperidin-1-yl)ethyl)phenyl)propyl)-1-phenyl-1H-pyrazole-3-carboxamide